FC(CC1=NN(C2=NC=C(C=C21)OCC=2C(=C(N)C=CC2F)F)COCC[Si](C)(C)C)F 3-([[3-(2,2-difluoroethyl)-1-[[2-(trimethylsilyl)ethoxy]methyl]pyrazolo[3,4-b]pyridin-5-yl]oxy]methyl)-2,4-difluoroaniline